ClC1=C(C2=C(NC(O[C@@]23CN(CCC3)C(=O)C3=NC(=NN3)C(CC)(O)C3=CC=C(C=C3)F)=O)C=C1)F (3'R)-6-chloro-5-fluoro-1'-(3-(1-(4-fluorophenyl)-1-hydroxypropyl)-1H-1,2,4-triazole-5-carbonyl)spiro[benzo[d][1,3]oxazine-4,3'-piperidin]-2(1H)-one